Cl.C(C1=CC=CC=C1)N1CC(C(CC1)C(=O)OCC)=O ethyl 1-benzyl-3-oxopiperidine-4-carboxylate-HCl salt